[O-]S(=O)(=O)C(F)(F)F.[Bi+3].[O-]S(=O)(=O)C(F)(F)F.[O-]S(=O)(=O)C(F)(F)F Bismuth (III) triflat